Tri(2-(acryloyloxy)ethyl) citrate C(CC(O)(C(=O)OCCOC(C=C)=O)CC(=O)OCCOC(C=C)=O)(=O)OCCOC(C=C)=O